COC(=O)C1(CCC(CC1)=O)OC 1-Methoxy-4-oxocyclohexane-1-carboxylic acid methyl ester